(2R)-1-Methyl-5-oxopyrrolidine CN1CCCC1=O